tert-butyl (S)-((1-(5-chloro-2-propoxyphenethyl)piperidin-3-yl)methyl)carbamate ClC=1C=CC(=C(CCN2C[C@@H](CCC2)CNC(OC(C)(C)C)=O)C1)OCCC